3,5-bisOxo-1,2,4-triazine-6-carbonitrile O=C1NN=C(C(N1)=O)C#N